N1(CCNCC1)C(=O)OC(C)(C)C tert-Butyl piperazin-1-carboxylat